methyl (2s,3s)-6-oxo-2-phenylpiperidine-3-carboxylate O=C1CC[C@@H]([C@H](N1)C1=CC=CC=C1)C(=O)OC